NC=1C(=C(C=C2C=CN=CC12)C=1C(=NNC1C)C)F 8-amino-6-(3,5-dimethyl-1H-pyrazol-4-yl)-7-fluoroisoquinolin